3-(((3-(diethylamino)propoxy)carbonyl)oxy)henicosa-12,15-dien-1-yl-6,6-bis(octyloxy)hexanoate C(C)N(CCCOC(=O)OC(CCOC(CCCCC(OCCCCCCCC)OCCCCCCCC)=O)CCCCCCCCC=CCC=CCCCCC)CC